O1CCOC2=C1C=CC(=C2)NC(=O)C=2C=CC1=C(N=C(S1)N1CCC13COC3)C2 2-(6-oxa-1-aza-spiro[3.3]hept-1-yl)-benzothiazole-5-carboxylic acid (2,3-dihydro-benzo[1,4]dioxin-6-yl)-amide